2-[4-[[4-(2-methoxyacetyl)piperazin-1-yl]methyl]-1-piperidyl]-2-oxo-ethyl[pyrazol-4-yl]pyrazolo[1,5-a]pyrimidine-3-carboxamide COCC(=O)N1CCN(CC1)CC1CCN(CC1)C(CC1=NC=2N(C=C1)N=C(C2C(=O)N)C=2C=NNC2)=O